ClC=1C=C(OC2=CC=C(C=3C(CCC23)O)S(=O)(=O)N(C)C)C=C(C1)F 7-(3-chloro-5-fluoro-phenoxy)-3-hydroxy-N,N-dimethyl-indane-4-sulfonamide